CC(C)C[C@H](C(=O)O)[NH3+] The molecule is the D-enantiomer of leucinium. It has a role as a Saccharomyces cerevisiae metabolite and a bacterial metabolite. It is a conjugate acid of a D-leucine. It is an enantiomer of a L-leucinium.